N=C\C=C/O (Z)-3-imino-1-propenol